ClC1=C(C=C(C=2C3=C(NC12)CCNC(C3C)=O)NC(CO)=O)Cl N-(7,8-dichloro-1-methyl-2-oxo-1,2,3,4,5,6-hexahydroazepino[4,5-b]indol-10-yl)-2-hydroxyacetamide